trans-1,4-cyclohexanedioic acid mono-tert-butyl ester C(C)(C)(C)OC(=O)[C@@H]1CC[C@H](CC1)C(=O)O